mono-cyclohexyl glutaconate C(C=CCC(=O)[O-])(=O)OC1CCCCC1